1,4,5-naphthalenetriol C1(=CC=C(C=2C(=CC=CC12)O)O)O